1-Amino-3-methyl-11H-naphtho[1,2-b]thieno[3,4-d]pyran-11-one NC=1SC(=C2C3=C(OC(C21)=O)C2=CC=CC=C2C=C3)C